OC[C@@H]1[C@]([C@@H]2[C@@H](OC(O2)(C)C)O1)(O)C#CC (3aR,5R,6R,6aR)-5-(hydroxymethyl)-2,2-dimethyl-6-(prop-1-yn-1-yl)tetrahydrofuro[2,3-d][1,3]dioxol-6-ol